(E)-1-(2,5-difluorostyryl)isoquinoline tert-butyl-N-(4-amino-5-benzoyl-thiazol-2-yl)-N-(2,4-difluorophenyl)carbamate C(C)(C)(C)OC(N(C1=C(C=C(C=C1)F)F)C=1SC(=C(N1)N)C(C1=CC=CC=C1)=O)=O.FC1=C(/C=C/C2=NC=CC3=CC=CC=C23)C=C(C=C1)F